2-cyano-[(2,6-difluoro-4-pyridyl)amino]-5-methyl-N-[(3R)-spiro[3.4]octan-3-yl]-thiazole-4-carboxamide C(#N)C=1SC(=C(N1)C(=O)N([C@@H]1CCC12CCCC2)NC2=CC(=NC(=C2)F)F)C